((7-(5-(chlorodifluoromethyl)-1,2,4-oxadiazol-3-yl)-2-methylimidazo[1,2-a]pyridin-3-yl)imino)(2,4-difluorophenyl)(methyl)-λ6-sulfanone ClC(C1=NC(=NO1)C1=CC=2N(C=C1)C(=C(N2)C)N=S(=O)(C)C2=C(C=C(C=C2)F)F)(F)F